BrC=1C(=C(C=C(C1)C)C(CC(=O)N1CCSCC1)=O)O 1-(3-bromo-2-hydroxy-5-methyl-phenyl)-3-thiomorpholino-propane-1,3-dione